FC(C(=O)O)(F)F.FC=1C=C(C=CC1N1CCNCC1)NC1C(NC(CC1)=O)=O 3-((3-fluoro-4-(piperazin-1-yl)phenyl)amino)piperidine-2,6-dione trifluoroacetate